(R)-1-(2-chloropyridin-3-yl)ethyl (4-(5-(2-oxabicyclo[2.1.1]hexane-4-carboxamido)pyridin-2-yl)-1-methyl-1H-1,2,3-triazol-5-yl)carbamate C12OCC(C1)(C2)C(=O)NC=2C=CC(=NC2)C=2N=NN(C2NC(O[C@H](C)C=2C(=NC=CC2)Cl)=O)C